NCCC(CC[Si](OCC)(OCC)OCC)N [3-(2-aminoethyl)-aminopropyl]triethoxysilane